C(C)[C@]1(CC(=NO1)C1[C@H]2CN(C[C@@H]12)C(=O)C=1N=CN(C1)C(C)C)C {(1R,5S,6r)-6-[(5S)-5-ethyl-5-methyl-4,5-dihydro-1,2-oxazol-3-yl]-3-azabicyclo[3.1.0]hex-3-yl}(1-isopropyl-1H-imidazol-4-yl)methanone